2,4-dihydroxy-5-methylbenzoic acid OC1=C(C(=O)O)C=C(C(=C1)O)C